N,N-dimethyl-cyclobutylamine CN(C)C1CCC1